C(C)N1N=CC2=CC=C(C(=C12)OC)NC1=CC(=NC=C1C(=O)NC([2H])([2H])[2H])NC(=O)[C@H]1[C@H](C1)F 4-((1-Ethyl-7-methoxy-1H-indazol-6-yl)amino)-6-((cis)-2-fluorocyclopropane-1-carboxamido)-N-(methyl-d3)nicotinamide